2,2'-thio-bis(4-methyl-6-tertiary butylphenol) S(C1=C(C(=CC(=C1)C)C(C)(C)C)O)C1=C(C(=CC(=C1)C)C(C)(C)C)O